ClC1=CC(=C(O[C@H](C(=O)O)CC2CC2)C=C1)C1=NOC=C1 (S)-2-[4-chloro-2-(3-isoxazolyl)phenoxy]-3-cyclopropylpropionic acid